Tetraisopropyl 12-bromo-4,7,10-trioxadodecan-1,1-diylbisphosphonate BrCCOCCOCCOCCC(P(OC(C)C)(OC(C)C)=O)P(OC(C)C)(OC(C)C)=O